FC(C(=O)O)(F)F.BrC=1C=C(C=CC1N1C=NC=C1)N(C1=C(C=C(C=C1)C=1C(=NOC1C)C)C)CC1CCNCC1 N-(3-bromo-4-(1H-imidazol-1-yl)phenyl)-4-(3,5-dimethylisoxazol-4-yl)-2-methyl-N-(piperidin-4-ylmethyl)aniline trifluoroacetate